CC1CC(=O)CC(C1)(C)C Dihydroisophorone